tert-butyl 4-((2S,3S)-2-allyl-1-(6-(4-(1-(2-methoxyethyl)-4-methyl-1H-pyrazol-5-yl)piperidin-1-yl)-2-(trifluoromethyl)-3-vinylpyridin-4-yl)azetidin-3-yl)piperazine-1-carboxylate C(C=C)[C@@H]1N(C[C@@H]1N1CCN(CC1)C(=O)OC(C)(C)C)C1=C(C(=NC(=C1)N1CCC(CC1)C1=C(C=NN1CCOC)C)C(F)(F)F)C=C